C(CCCC(=O)OC(C)(C)C)(=O)OC(C)(C)C di-t-butyl pentandioate